C(C)(C)N(C(C)C)CC=1C=C(C(=O)OC2=C(C(=CC=C2)[C@@H]([C@@H](C(=O)OC(C)(C)C)C)C2CC2)F)C=CC1C1=CC(=NC=C1F)OC [3-[(1R,2S)-3-tert-butoxy-1-cyclopropyl-2-methyl-3-oxopropyl]-2-fluoro-phenyl] 3-[(diisopropylamino)methyl]-4-(5-fluoro-2-methoxy-4-pyridyl)benzoate